C(C)OC1=C(C(=CC(=C1)[C@@H](C)NCCCCC1=CC=CC=C1)OCC)C1(CC1)O 1-(2,6-diethoxy-4-{(1R)-1-[(4-phenylbutyl)amino]ethyl}phenyl)cyclopropane-1-ol